C(#N)C1=CC(=C(COC2=CC(=CC(=N2)N2CCN(CC2)[C@@H](C)C2=NC3=C(N2C[C@H]2OCC2)C=C(C=C3)C(=O)OC)OC)C=C1)F methyl 2-((S)-1-(4-(6-((4-cyano-2-fluorobenzyl) oxy)-4-methoxypyridin-2-yl) piperazin-1-yl) ethyl)-1-(((S)-oxetan-2-yl) methyl)-1H-benzo[d]imidazole-6-carboxylate